tert-butyl ((3R)-1-(4-(1-aminoethyl)phenyl)piperidin-3-yl)(cyclobutylmethyl)carbamate NC(C)C1=CC=C(C=C1)N1C[C@@H](CCC1)N(C(OC(C)(C)C)=O)CC1CCC1